trans-ethyl 3-[(1S,4S)-5-methyl-2,5-diazabicyclo[2.2.1]heptan-2-yl]cyclobutane-1-carboxylate CN1[C@@H]2CN([C@H](C1)C2)[C@@H]2C[C@H](C2)C(=O)OCC